(7-(2-(4-(6-Fluorobenzo[b]thiophen-4-yl)piperazin-1-yl)ethyl)-2-oxo quinolin-1(2H)-yl)methyl methyl carbonate C(OCN1C(C=CC2=CC=C(C=C12)CCN1CCN(CC1)C1=CC(=CC=2SC=CC21)F)=O)(OC)=O